[N+](=O)([O-])C1=C(C=CC=C1)C(C)OP(OC(C)C1=C(C=CC=C1)[N+](=O)[O-])N(C(C)C)C(C)C Bis-(1-[2-nitrophenyl]-ethyl)-N,N-diisopropylphosphoramidite